C1(CCC1)OC1=CC=C(C=C1)C1=NOC(=N1)CC(C(=O)O)=C 2-((3-(4-cyclobutoxyphenyl)-1,2,4-oxadiazol-5-yl)methyl)acrylic acid